FC1=CC=C(C=C1)C=1C(C(=NN(C1C)C(C)C)C(=O)O)=O 5-(4-fluorophenyl)-1-isopropyl-6-methyl-4-oxo-1,4-dihydropyridazine-3-carboxylic acid